2-(tert-butoxycarbonyl)-2-azabicyclo[2.2.1]heptane-4-carboxylic acid C(C)(C)(C)OC(=O)N1C2CCC(C1)(C2)C(=O)O